C(CCCCCCCCCC)NC(=O)C1=CC2=C(NNN2)C=C1 N-undecyl-2,3-dihydro-1H-benzo[d][1,2,3]triazole-5-carboxamide